5-((4-methylpiperazin-1-yl)methyl)-2-(4-nitro-1H-pyrazol-3-yl)-1H-benzo[d]Imidazole CN1CCN(CC1)CC1=CC2=C(NC(=N2)C2=NNC=C2[N+](=O)[O-])C=C1